(7-fluoro-1-methyl-[1,2,4]triazolo[4,3-a]quinazolin-5-yl)-8-((1-(trifluoromethyl)cyclopropyl)ethynyl)-3,4-dihydro-2H-benzo[b][1,4]oxazine FC=1C=C2C(=NC=3N(C2=CC1)C(=NN3)C)C3CNC1=C(O3)C(=CC=C1)C#CC1(CC1)C(F)(F)F